(2R,4R)-6-chloro-4-hydroxy-N-{3-[4-(4,4,4-trifluorobutoxy)-1H-pyrazol-1-yl]bicyclo[1.1.1]pentan-1-yl}-3,4-dihydro-2H-1-benzopyran-2-carboxamide ClC=1C=CC2=C([C@@H](C[C@@H](O2)C(=O)NC23CC(C2)(C3)N3N=CC(=C3)OCCCC(F)(F)F)O)C1